C(C)(C)(C)OC(=O)N1C2CC2\C(\CC1)=C/C1=NC2=C(N1CC1=CN=CS1)C=C(C=C2)C(=O)OC methyl (Z)-2-((2-(tert-Butoxycarbonyl)-2-azabicyclo[4.1.0]hept-5-ylidene) methyl)-1-(thiazol-5-ylmethyl)-1H-benzo[d]imidazole-6-carboxylate